COC(CCC(C(N)=O)N1C(C2=CC=CC(=C2C1)OCC1=CC=C(C=C1)CC1CCN(CC1)CC1=CC=CC=C1)=O)=O 4-{4-[4-(1-Benzyl-piperidin-4-ylmethyl)-benzyloxy]-1-oxo-1,3-dihydro-isoindol-2-yl}-4-carbamoyl-butyric acid methyl ester